C1(CCC1)CC(=O)NC1=CSC(=C1)C1=NC(=CN=C1)C1=CC(=C(C=C1)OCCN1CCOCC1)OC 2-cyclobutyl-N-(5-(6-(3-methoxy-4-(2-morpholinylethoxy)phenyl)pyrazin-2-yl)thiophen-3-yl)acetamide